(S)-2-((tert-butoxycarbonyl)(methyl)amino)-3-(5-chloro-2-(5-cyclopropyl-1,3,4-oxadiazol-2-yl)phenyl)propanoic acid C(C)(C)(C)OC(=O)N([C@H](C(=O)O)CC1=C(C=CC(=C1)Cl)C=1OC(=NN1)C1CC1)C